(4-(((1R,4R)-4-(bromomethyl)cyclohexyl)methyl)piperazin-1-yl)(3-methoxy-4-((4-(methylamino)pyrimidin-2-yl)amino)phenyl)methanone BrCC1CCC(CC1)CN1CCN(CC1)C(=O)C1=CC(=C(C=C1)NC1=NC=CC(=N1)NC)OC